(2R)-1-(5-sulfanyltetrazol-1-yl)propan-2-ol SC1=NN=NN1C[C@@H](C)O